1-(tert-butoxycarbonyl)-4-methoxypiperidine-3-formic acid C(C)(C)(C)OC(=O)N1CC(C(CC1)OC)C(=O)O